4-[(4-amino-3-nitrophenyl)amino]-4-oxobutyric acid NC1=C(C=C(C=C1)NC(CCC(=O)O)=O)[N+](=O)[O-]